3-(1H-pyrrolo[2,3-b]pyridin-5-yl)benzaldehyde N1C=CC=2C1=NC=C(C2)C=2C=C(C=O)C=CC2